ClC1=C(C#N)C=CC(=C1)N1CC2(C[C@@H]1C)CCN(CC2)C2=CC=C(C=C2)C(=O)N2CC1=CC=3C(N(C(C3C=C1C2)=O)C2C(NC(CC2)=O)=O)=O 2-chloro-4-((3S)-8-(4-(6-(2,6-dioxopiperidin-3-yl)-5,7-dioxo-1,2,3,5,6,7-hexahydropyrrolo[3,4-f]isoindole-2-carbonyl)phenyl)-3-methyl-2,8-diazaspiro[4.5]decan-2-yl)benzonitrile